F[C@H]1CN(C[C@H]1OC1=NC(=CC2=C1C=CN2C(C)C)NC=2SC(=CN2)C)C(C=C)=O 1-((3S,4R)-3-fluoro-4-((1-isopropyl-6-((5-methylthiazol-2-yl)amino)-1H-pyrrolo[3,2-c]pyridin-4-yl)oxy)pyrrolidin-1-yl)prop-2-en-1-one